(2R)-2-amino-N-(1-(6-((2-amino-2-oxo-1-phenylethyl)thio)-3,5-dicyano-4-cyclopropylpyridin-2-yl)azetidin-3-yl)-3-hydroxypropanamide N[C@@H](C(=O)NC1CN(C1)C1=NC(=C(C(=C1C#N)C1CC1)C#N)SC(C(=O)N)C1=CC=CC=C1)CO